Hexadecyl ((((2R,3S,5R)-5-(6-amino-2-fluoro-9H-purin-9-yl)-2-ethynyl-3-hydroxy-tetrahydrofuran-2-yl)meth-oxy)(phenoxy)phosphoryl)-L-phenylalaninate NC1=C2N=CN(C2=NC(=N1)F)[C@H]1C[C@@H]([C@@](O1)(C#C)COP(=O)(OC1=CC=CC=C1)N[C@@H](CC1=CC=CC=C1)C(=O)OCCCCCCCCCCCCCCCC)O